C(C)OC(=O)N1N=CC=C1 Pyrazole-1-carboxylic acid ethyl ester